C(CCCCC)OC1=NSN=C1C1=CCCN(C1)C 3-hexoxy-4-(1-methyl-3,6-dihydro-2H-pyridin-5-yl)-1,2,5-thiadiazole